2-(2-Cyclopropylpyridin-3-yl)-5-methoxy-N-(4-(5-methyl-3-(trifluoromethyl)-1H-pyrazol-1-yl)benzyl)pyrimidin-4-amine C1(CC1)C1=NC=CC=C1C1=NC=C(C(=N1)NCC1=CC=C(C=C1)N1N=C(C=C1C)C(F)(F)F)OC